C(C(=C)C)(=O)NCCCN methacrylamidopropylamine